C(C)(=O)N1CCC(CC1)C1=NN(C=2C=CC=C(C12)C1=C(C=C2C=NN(C2=C1)C)C)CC(=O)NCC(=O)NCC(=O)O (2-(3-(1-acetylpiperidin-4-yl)-1',5'-dimethyl-1H,1'H-[4,6'-biindazol]-1-yl)acetyl)glycylglycine